(S)-tert-butyl 3-((7-(8-chloronaphthalen-1-yl)-2-(((S)-1-methylpyrrolidin-2-yl)methoxy)-5,6,7,8-tetrahydropyrido[3,4-d]pyrimidin-4-yl)(methyl)amino)pyrrolidine-1-carboxylate ClC=1C=CC=C2C=CC=C(C12)N1CC=2N=C(N=C(C2CC1)N([C@@H]1CN(CC1)C(=O)OC(C)(C)C)C)OC[C@H]1N(CCC1)C